COS(=O)(=O)[O-].C(CCCCCCC\C=C/CCCCCCCC)(=O)[N+](C)(CCO)C(CCCCCCC\C=C/CCCCCCCC)=O dioleoyl-hydroxyethyl-methylammonium methyl-sulfate